2-(3,6-difluoro-2-pyridinyl)-5-(trifluoromethylsulfonyl)-1,3-benzoxazole FC=1C(=NC(=CC1)F)C=1OC2=C(N1)C=C(C=C2)S(=O)(=O)C(F)(F)F